IC1=NN(C2=NC(=CN=C21)N2CCC1([C@@H]([C@@H](OC1)C)NS(=O)C(C)(C)C)CC2)C2OCCCC2 N-((3S,4S)-8-(3-iodo-1-(tetrahydro-2H-pyran-2-yl)-1H-pyrazolo[3,4-b]pyrazin-6-yl)-3-methyl-2-oxa-8-azaspiro[4.5]decan-4-yl)-2-methylpropan-2-sulfinamide